The molecule is a 2-acyl-1-alkyl-sn-glycero-3-phosphocholine in which the alkyl and the acyl groups at positions 1 and 2 are hexadecyl and propionyl respectively. CCCCCCCCCCCCCCCCOC[C@H](COP(=O)([O-])OCC[N+](C)(C)C)OC(=O)CC